(R or S)-((3-(2-(5-fluorothiophen-2-yl)ethyl)-1-(2-(6-methylpyridin-3-yl)propan-2-yl)pyrrolidin-3-yl)methyl)sulfamoyl-4-fluorophenylamine FC1=CC=C(S1)CC[C@@]1(CN(CC1)C(C)(C)C=1C=NC(=CC1)C)CNS(=O)(=O)NC1=CC=C(C=C1)F |o1:8|